7-oxa-2-azaspiro[3.5]nonane hydrochloride Cl.C1NCC12CCOCC2